6-(4-chlorophenyl)-N-(1-(N,N-dimethylsulfamoyl)-4-(hydroxymethyl)piperidin-4-yl)-2-(1-methyl-1H-pyrazol-4-yl)-3-oxo-2,3-dihydropyridazine-4-carboxamide ClC1=CC=C(C=C1)C=1C=C(C(N(N1)C=1C=NN(C1)C)=O)C(=O)NC1(CCN(CC1)S(N(C)C)(=O)=O)CO